COC(=O)C=1C(=CC2=C(OC(O2)(C2=CC=CC=C2)C2=CC=CC=C2)C1)S(=O)(=O)N[C@@H](CC(=O)OC(C)(C)C)C(=O)OCC=C 4-tert-butyl 1-(prop-2-en-1-yl) N-[6-(methoxycarbonyl)-2,2-diphenyl-2H-1,3-benzodioxole-5-sulfonyl]-L-aspartate